3-methyl-5-(4-methyl-3-((8-methyl-3,4-dihydroquinolin-1(2H)-yl)sulfonyl)phenyl)isoxazole CC1=NOC(=C1)C1=CC(=C(C=C1)C)S(=O)(=O)N1CCCC2=CC=CC(=C12)C